[N+](=O)([O-])C1=C(C=CC=C1)S(=O)(=O)OC1CCC(CC1)C(=O)OC (1S,4S)-Methyl 4-(((2-nitrophenyl)sulfonyl)oxy)cyclohexane-1-carboxylate